(S)-2-(bis(tert-butoxycarbonyl)amino)pentanedioic acid 1-tert-butyl 5-methyl ester COC(CC[C@@H](C(=O)OC(C)(C)C)N(C(=O)OC(C)(C)C)C(=O)OC(C)(C)C)=O